C1(CC1)C=1N=CC=2C3=C(C=C(C2C1)S(=O)(=O)NCC(C)C)[C@@H](CC3)NC3=C(C(C3=O)=O)NCC |o1:21| (7R*)-3-cyclopropyl-7-[[2-(ethylamino)-3,4-dioxocyclobuten-1-yl]amino]-N-(2-methylpropyl)-8,9-dihydro-7H-cyclopenta[h]isoquinoline-5-sulfonamide